C(#N)[C@H](C[C@H]1C(NCCC1)=O)NC(=O)[C@H]1N(C[C@H]2[C@@H]1CCC2)C([C@@H](NC(C(F)(F)F)=O)[C@H](OC(F)(F)F)C)=O (1S,3aR,6aS)-N-((S)-1-cyano-2-((S)-2-oxopiperidin-3-yl)ethyl)-2-(N-(2,2,2-trifluoroacetyl)-O-(trifluoromethyl)-Z-threonyl)octahydrocyclopenta[c]pyrrole-1-carboxamide